C1=CC=C(C(=C1)C(=O)CCC(=O)O)C(=O)O O-SUCCINYLBENZOATE